2,4-diamino-3-fluoro-5-nitrobenzoic acid methyl ester COC(C1=C(C(=C(C(=C1)[N+](=O)[O-])N)F)N)=O